tert-Butyl (2S,4R)-2-(5-(3-chloro-2-fluorophenyl)-4H-1,2,4-triazol-3-yl)-4-fluoropyrrolidine-1-carboxylate ClC=1C(=C(C=CC1)C=1NC(=NN1)[C@H]1N(C[C@@H](C1)F)C(=O)OC(C)(C)C)F